C(C)(=O)C1=CC=C(C=C1)NC(=O)NCC(=O)O 2-([(4-ACETYLPHENYL)CARBAMOYL]AMINO)ACETIC ACID